ClC=1C=C(C=CC1OC)NC(=O)NC1=C(C=2N(N=C1)C=C(N2)C)C(C)C N-(3-chloro-4-methoxyphenyl)-N'-(2-methyl-8-(propan-2-yl)imidazo[1,2-b]pyridazin-7-yl)urea